CS(=O)(=O)N1C=CC2=CC=CC=C12 (methylsulfonyl)-1H-indole